3-bromo-6-chloro-1-((2-(trimethylsilyl)ethoxy)methyl)-1,5-dihydro-4H-pyrazolo[3,4-d]pyrimidin-4-one BrC1=NN(C=2N=C(NC(C21)=O)Cl)COCC[Si](C)(C)C